NC=1C2=C(N=CN1)N(C(=C2C2=CC=C(C(=O)NC1CC(C1)F)C=C2)C2=CC=C(C=C2)NC(C(=C)C)=O)C 4-(4-amino-6-(4-methacrylamido-phenyl)-7-methyl-7H-pyrrolo[2,3-d]pyrimidin-5-yl)-N-(3-fluorocyclobutyl)benzamide